(R)-6-bromo-5-methyl-N-(piperidin-3-yl)-1,2,4-triazin-3-amine BrC1=C(N=C(N=N1)N[C@H]1CNCCC1)C